1,3,4,5-tetraacetoxycyclohexane C(C)(=O)OC1CC(C(C(C1)OC(C)=O)OC(C)=O)OC(C)=O